N-((S)-1-((3R,5'S)-5'-cyano-2-oxospiro[indoline-3,3'-pyrrolidin]-1'-yl)-4-Methyl-1-oxopent-2-yl)-4,6,7-trifluoro-N-methyl-1H-indole-2-carboxamide-3-d C(#N)[C@@H]1C[C@@]2(CN1C([C@H](CC(C)C)N(C(=O)C=1NC3=C(C(=CC(=C3C1[2H])F)F)F)C)=O)C(NC1=CC=CC=C12)=O